2-[1-(Cyclopropylmeth-yl)-1H-pyrazol-4-yl]-3-fluoro-5-[({1-[2-fluoro-4-(trifluoromethoxy)phenyl]cyclopropyl}carbonyl)amino]benzoic acid C1(CC1)CN1N=CC(=C1)C1=C(C(=O)O)C=C(C=C1F)NC(=O)C1(CC1)C1=C(C=C(C=C1)OC(F)(F)F)F